S1C(=NC2=C1C=CC=C2)NC2=C(C1=C(N=N2)N(CCC1)C=1SC(=CN1)CCCOC1=C(C=C(C=C1)C#CCNC)F)C 2-{3-[(1,3-Benzothiazol-2-yl)amino]-4-methyl-5H,6H,7H,8H-pyrido[2,3-c]pyridazin-8-yl}-5-(3-{2-fluoro-4-[3-(methylamino)prop-1-yn-1-yl]phenoxy}propyl)-1,3-thiazol